(1H-1,2,4-triazol-1-yl)butan-2-ol N1(N=CN=C1)CC(CC)O